[5-(difluoromethyl)-5-hydroxy-4H-isoxazol-3-yl]-4-oxo-1-[4-(trifluoromethoxy)phenyl]cinnoline-3-carboxylic acid FC(C1(CC(=NO1)C1=C2C(C(=NN(C2=CC=C1)C1=CC=C(C=C1)OC(F)(F)F)C(=O)O)=O)O)F